5-hydroxyfuran-2-acetaldehyde OC1=CC=C(O1)CC=O